C1(CC1)C1=NOC(=N1)C12CCC(CC1)(CC2)CN(C(=O)C2CCCCC2)C2=CC(=CC=C2)C=2OC=C(N2)C(C)(C)O N-((4-(3-cyclopropyl-1,2,4-oxadiazol-5-yl)bicyclo[2.2.2]octan-1-yl)methyl)-N-(3-(4-(2-hydroxypropan-2-yl)oxazol-2-yl)phenyl)cyclohexanecarboxamide